OCCNC(=O)C1=CC=C(C=C1)C1=C2C=CC(C(=C3C=CC(=C(C=4C=CC(=C(C5=CC=C1N5)C5=CC=C(C(=O)OC)C=C5)N4)C4=CC=C(C(=O)OC)C=C4)N3)C3=CC=C(C(=O)OC)C=C3)=N2 trimethyl 4,4',4''-(20-(4-((2-hydroxyethyl)carbamoyl)phenyl)porphyrin-5,10,15-triyl)tribenzoate